rac-1-benzyl-3-(methoxymethyl)-3-methylpiperazin-2-one C(C1=CC=CC=C1)N1C([C@@](NCC1)(C)COC)=O |r|